ClC=1C=CC(N(C1)C=1C=NC(=CC1)NC1=CC(=C(N=N1)C(=O)NC([2H])([2H])[2H])NC1=NC=CC(=C1OC)C1=NN(C=N1)C)=O 6-({5-Chloro-2-oxo-2H-[1,3'-bipyridin]-6'-yl}amino)-4-{[3-methoxy-4-(1-methyl-1H-1,2,4-triazol-3-yl)pyridin-2-yl]amino}-N-(2H3)methylpyridazin-3-carboxamid